FC1=C(C=CC=C1)N1CCC(CC1)OC[C@H]1[C@H](CCC=2N1N=C(C2)C(C)C)NS(=O)(=O)C |r| rac-N-[(6S,7R)-7-({[1-(2-fluorophenyl)piperidin-4-yl]oxy}methyl)-2-(propan-2-yl)-4,5,6,7-tetrahydropyrazolo[1,5-a]pyridin-6-yl]methanesulfonamide